6-methyl-1-hydroxy-2-methyl-3-(4-trifluoromethoxybenzyl)-4(1H)-quinolinone CC=1C=C2C(C(=C(N(C2=CC1)O)C)CC1=CC=C(C=C1)OC(F)(F)F)=O